Cl.ClC1=CC=2C(C=C(OC2C2=C1N=C(N2CC(F)(F)F)C(F)(F)F)C2CCNCC2)=O 4-chloro-8-(piperidin-4-yl)-1-(2,2,2-trifluoroethyl)-2-(trifluoromethyl)chromeno[7,8-d]imidazol-6(1H)-one hydrochloride